(S)-2-cyclopropyl-2-((2-((R)-4-methyl-2-oxooxazolidin-3-yl)-5,6-dihydrobenzo[f]imidazo[1,2-d][1,4]oxazepin-9-yl)amino)acetamide C1(CC1)[C@@H](C(=O)N)NC1=CC2=C(C=3N(CCO2)C=C(N3)N3C(OC[C@H]3C)=O)C=C1